dimethyl-2,2'-azobisisobutyronitrile CC(C(C#N)(C)N=NC(C#N)(C)C)C